4-cyclopropyl-3-(1H-indazol-6-yl)-N-(2-(trifluoromethyl)pyridin-4-yl)isothiazole-5-carboxamide C1(CC1)C=1C(=NSC1C(=O)NC1=CC(=NC=C1)C(F)(F)F)C1=CC=C2C=NNC2=C1